CC1=NOC(=C1C=1C=C2C(=NC1)C(=CN2C(C)C2=CC=CC=C2)C2=C(C(=O)O)C=CC=C2)C 2-(6-(3,5-dimethylisoxazol-4-yl)-1-(1-phenylethyl)-1H-pyrrolo[3,2-b]pyridin-3-yl)benzoic acid